2-(adamantan-1-yl)-N-(3-(7-(4-(2-hydroxyethyl)piperazin-1-yl)-2-methyl-3-phenylpyrazolo[1,5-a]pyrimidin-5-yl)phenethyl)acetamide C12(CC3CC(CC(C1)C3)C2)CC(=O)NCCC2=CC(=CC=C2)C2=NC=3N(C(=C2)N2CCN(CC2)CCO)N=C(C3C3=CC=CC=C3)C